ClC=1C(=C(C(=C(C(=O)N)C1F)C1=CC=CC2=C1[C@@H]([C@](O2)(C2=CC=CC=C2)CNC2CCC(CC2)(C)O)C)F)OCC(C)(C)O (2S,3S,4S)-5-chloro-6-fluoro-2-(((((trans)-4-hydroxy-4-methylcyclohexyl)amino)methyl)-3-methyl-2-phenyl-2,3-dihydrobenzofuran-4-yl)-3-fluoro-4-(2-hydroxy-2-methylpropoxy)benzamide